tert-Butyl 3-(1-(4-(aminomethyl)phenyl)-1H-pyrazol-3-yl)pyrrolidine-1-carboxylate NCC1=CC=C(C=C1)N1N=C(C=C1)C1CN(CC1)C(=O)OC(C)(C)C